C(C)(=O)OC(C)CC sec.Butyl acetate